(R)-1,1-difluoro-1-(2-fluoro-3-(1-((6-(4-isopropylpiperazin-1-yl)-7-methoxypyrido[2,3-d]pyrimidin-4-yl)amino)ethyl)phenyl)-2-methylpropan-2-ol FC(C(C)(O)C)(C1=C(C(=CC=C1)[C@@H](C)NC=1C2=C(N=CN1)N=C(C(=C2)N2CCN(CC2)C(C)C)OC)F)F